3-[(2S,3R,4R,5R,6R)-3-acetamido-4,5-dihydroxy-6-(hydroxymethyl)tetrahydropyran-2-yl]sulfanyl-N-(5-aminopentyl)propanamide C(C)(=O)N[C@H]1[C@@H](O[C@@H]([C@@H]([C@@H]1O)O)CO)SCCC(=O)NCCCCCN